2-methyl-2H-indazol-4-amine CN1N=C2C=CC=C(C2=C1)N